C(C1=CC=CC=C1)OC[C@@H]1[C@H]([C@H]([C@H](OC(C2=CC=C(C=C2)[N+](=O)[O-])=O)O1)OC(C1=CC=C(C=C1)[N+](=O)[O-])=O)OCCOCC1=CC=CC=C1 5-O-Benzyl-3-O-(2-benzyloxyethyl)-1,2-di-O-(4-nitrobenzoyl)-β-D-ribofuranose